NC1=CC(=CN=N1)C1=CC(=C2C=NNC2=C1)NCCOCCCCNCC=1C=C(C=C(C1)OC(F)(F)F)CC#N 2-(3-(((4-(2-((6-(6-aminopyridazin-4-yl)-1H-indazol-4-yl)amino)ethoxy)butyl)amino)methyl)-5-(trifluoromethoxy)phenyl)acetonitrile